CC1(CCN(CC1)C(=O)OC(C(F)(F)F)C(F)(F)F)N(CC1=C(C=C(C=C1)C(F)(F)F)N1CCCC1)C 1,1,1,3,3,3-Hexafluoropropan-2-yl 4-methyl-4-(methyl(2-(pyrrolidin-1-yl)-4-(trifluoromethyl)benzyl)amino)piperidine-1-carboxylate